(1S,3S,4S)-2-((3-chlorophenyl)glycyl)-5,5-difluoro-N-((S,Z)-4-fluoro-4-(methylsulfonyl)-1-((R)-2-oxopyrrolidin-3-yl)but-3-en-2-yl)-2-azabicyclo[2.2.2]octane-3-carboxamide ClC=1C=C(C=CC1)NCC(=O)N1[C@@H]2CC([C@H]([C@H]1C(=O)N[C@@H](C[C@@H]1C(NCC1)=O)\C=C(/S(=O)(=O)C)\F)CC2)(F)F